5-(1-methyl-1H-pyrazol-4-yl)nicotinohydrazide CN1N=CC(=C1)C=1C=NC=C(C(=O)NN)C1